ClC1=C(C=CC=C1)[C@@H]([C@H](C)C=1N(C(C(=C(N1)C(=O)NC=1C=NOC1)O)=O)C)N1N=CC(=C1)C(C)C 2-((1R,2S)-1-(2-chlorophenyl)-1-(4-isopropyl-1H-pyrazol-1-yl)propan-2-yl)-5-hydroxy-N-(isoxazol-4-yl)-1-methyl-6-oxo-1,6-dihydropyrimidine-4-carboxamide